CN1N(C2=CC(=CC=C2C1=O)NC1=CC=C(C=C1)N1CCC(CC1)C)C(=O)OC(C)(C)C tert-butyl 2-methyl-6-((4-(4-methylpiperidin-1-yl)phenyl)amino)-3-oxo-2,3-dihydro-1H-indazole-1-carboxylate